C(C)N(C(C1=C(C=CC(=C1)F)OC=1C(=NC=NC1)N1CC2(C1)CCN(CC2)C[C@H]2OC[C@@H](CC2)NS(NC)(=O)=O)=O)C(C)C N-Ethyl-5-fluoro-N-isopropyl-2-((4-(7-(((2S,5R)-5-((N-methylsulfamoyl)amino)tetrahydro-2H-pyran-2-yl)methyl)-2,7-diazaspiro[3.5]nonan-2-yl)pyrimidin-5-yl)oxy)benzamide